C1(=CC=CC=C1)C1=CC2=C(C3=C(S2)C(=CC=C3)C=3C=C(C=CC3)C3=NC(=NC(=N3)C3=CC=CC=C3)C3=CC=CC=C3)C(=C1)C1=CC=CC=C1 2-(3-(7,9-diphenyldibenzo[b,d]thiophen-4-yl)phenyl)-4,6-diphenyl-1,3,5-triazine